CS(=O)(=O)C1=CC=C(C=C1)NC1=NC=C(C(=N1)NC1=C2CCNCC2=CC=C1)C(=O)N 2-((4-(Methylsulfonyl)phenyl)amino)-4-((1,2,3,4-tetrahydroisoquinolin-5-yl)amino)pyrimidine-5-carboxamide